7-(4-bromo-3-chloro-benzoyl)-2-[4-(cyclopropoxy)phenyl]-N-[[2-fluoro-4-(trifluoromethoxy)phenyl]methyl]-3-oxo-6,8-dihydro-5H-imidazo[1,5-a]pyrazine-1-carboxamide BrC1=C(C=C(C(=O)N2CC=3N(CC2)C(N(C3C(=O)NCC3=C(C=C(C=C3)OC(F)(F)F)F)C3=CC=C(C=C3)OC3CC3)=O)C=C1)Cl